Benzylmethylammonium C(C1=CC=CC=C1)[NH2+]C